F[C@@H]1CN(CC1)CCC(=O)N1CCCCC1 1-(3-((s)-3-fluoropyrrolidin-1-yl)propanoyl)piperidin